C(C)(C)(C)[Si](OCCCCCO)(C)C 5-((tertbutyldimethylsilyl)oxy)pentan-1-ol